NC1=C(C=C(N=N1)C1CCN(CC1)C(=O)C1=NC=C(C(=C1)OC)OC1=CC=CC=C1)OC [4-(6-Amino-5-methoxy-pyridazin-3-yl)-piperidin-1-yl]-(4-methoxy-5-phenoxy-pyridin-2-yl)-methanone